perfluoropropane methyl-6-(3-methoxy-3-methylazetidin-1-yl)-3-vinylpicolinate COC(C1=NC(=CC=C1C=C)N1CC(C1)(C)OC)=O.FC(C(C(F)(F)F)(F)F)(F)F